N-(7-ethoxy-4-(1-methyl-3-phenyl-1H-pyrazol-4-yl)quinazolin-6-yl)nicotinamide C(C)OC1=C(C=C2C(=NC=NC2=C1)C=1C(=NN(C1)C)C1=CC=CC=C1)NC(C1=CN=CC=C1)=O